L-4-amino-N,N-di-(2-pyridylmethyl)aniline NC1=CC=C(N(CC2=NC=CC=C2)CC2=NC=CC=C2)C=C1